NCCC[Si](OCC)(OCC)OCC (3-Amino-propyl)triethoxysilan